ethyl 8-methyl-2-{[(2S)-oxetan-2-yl]methyl}-4,5-dihydro-2H-furo[2,3-g]indazole-7-carboxylate CC1=C(OC=2CCC3=CN(N=C3C21)C[C@H]2OCC2)C(=O)OCC